2-fluoro-6-((4-(trifluoromethyl)-1H-pyrazol-1-yl)methyl)pyridine FC1=NC(=CC=C1)CN1N=CC(=C1)C(F)(F)F